N-(2-hydroxyethyl)-4-methoxybenzenesulfonylAmide OCC[N-]S(=O)(=O)C1=CC=C(C=C1)OC